C1(CCCCC1)C(C1=CN(C=2C1=NC=C(C2)C=2C(=NOC2C)C)C2=C(C=C(C(=O)O)C=C2OCC)OCC)(O)C2CCCCC2 4-(3-(dicyclohexyl-(hydroxy)methyl)-6-(3,5-dimethylisoxazol-4-yl)-1H-pyrrolo[3,2-b]pyridin-1-yl)-3,5-diethoxybenzoic acid